methyl 6-methoxy-2-(4-(methylcarbamoyl)phenyl)benzo[d]imidazo[2,1-b]thiazole-7-carboxylate COC=1C(=CC2=C(N3C(S2)=NC(=C3)C3=CC=C(C=C3)C(NC)=O)C1)C(=O)OC